(2S,4R)-1-((S)-2-Amino-3,3-dimethylbutyryl)-N-((5-chloronaphthalen-2-yl)methyl)-4-hydroxypyrrolidine-2-carboxamide N[C@H](C(=O)N1[C@@H](C[C@H](C1)O)C(=O)NCC1=CC2=CC=CC(=C2C=C1)Cl)C(C)(C)C